4-[5-(azetidine-1-carbonyl)-2-methoxy-phenyl]-6-[(E)-but-2-enyl]-1H-pyrrolo[2,3-c]pyridin-7-one N1(CCC1)C(=O)C=1C=CC(=C(C1)C=1C2=C(C(N(C1)C\C=C\C)=O)NC=C2)OC